(1-methyl-1H-indazol-6-yl)boronic acid CN1N=CC2=CC=C(C=C12)B(O)O